C(C)(C)(C)OC(CN1C(=NC=C(C1=O)NCCC1=CC=C(C=C1)C#N)C1=CC=CC=C1)=O.C(#N)C1=CC=C(CCNC2=CN=C(N(C2=O)CC(=O)O)C2=CC=CC=C2)C=C1 2-(5-((4-cyanophenethyl)amino)-6-oxo-2-phenylpyrimidin-1(6H)-yl)acetic acid tert-butyl-2-(5-((4-cyanophenethyl)amino)-6-oxo-2-phenylpyrimidin-1(6H)-yl)acetate